C1(CCC1)CC=1C(=C2CCCC2=C(C1)[2H])NC(=O)NS(=O)(=N)C=1OC=C(C1)C(C)(C)O N-((5-(cyclobutylmethyl)-2,3-dihydro-1H-inden-4-yl-7-d)carbamoyl)-4-(2-hydroxypropan-2-yl)furan-2-sulfonimidamide